C1(CC1)C1=C(C(=NO1)C1=C(C=CC=C1Cl)Cl)CO[C@H]1[C@@H]2C(N[C@H](C1)C2)=O (1S,4R,5R)-5-((5-cyclopropyl-3-(2,6-dichlorophenyl)isoxazol-4-yl)methoxy)-2-azabicyclo[2.2.1]heptan-3-one